1,2-dibenzoylbenzene C(C1=CC=CC=C1)(=O)C1=C(C=CC=C1)C(C1=CC=CC=C1)=O